((1S,3S)-3-((4-methoxy-3-(3-methoxypropoxy)phenyl)methyl)-4-methyl-1-((2S,4S)-tetrahydro-4-isopropyl-5-oxo-2-furanyl)pentyl)carbamic acid tert-butyl ester C(C)(C)(C)OC(N[C@@H](C[C@@H](C(C)C)CC1=CC(=C(C=C1)OC)OCCCOC)[C@H]1OC([C@@H](C1)C(C)C)=O)=O